2-([1,1'-biphenyl]-3-yl)-N-((1R,6S)-2,2-difluoro-6-(4-isopropylpiperazin-1-yl)cyclohexyl)acetamide C1(=CC(=CC=C1)CC(=O)N[C@H]1C(CCC[C@@H]1N1CCN(CC1)C(C)C)(F)F)C1=CC=CC=C1